(+)-7,7-dimethyl-2-oxobicyclo[2.2.1]heptane-1-methanesulfonic acid CC1(C2(C(CC1CC2)=O)CS(=O)(=O)O)C